C(#N)C1=CC(=C(COC2=CC=CC(=N2)C2CCN(CC2)[C@H]2C=3N([C@H](COC2)C)C2=C(N3)C=CC(=C2)C(=O)OC)C=C1)F methyl (1s,5s)-5-(4-(6-((4-cyano-2-fluorobenzyl) oxy) pyridin-2-yl) piperidin-1-yl)-1-methyl-1,2,4,5-tetrahydrobenzo[4,5]imidazo[1,2-d][1,4]oxazepin-9-carboxylate